2-(3-bromophenyl)quinazoline BrC=1C=C(C=CC1)C1=NC2=CC=CC=C2C=N1